N-(3,5-difluoro-4-((8-fluoro-7-(o-tolyl)pyrrolo[3,2-e]indazol-6(3H)-yl)methyl)phenethyl)-3-fluoropropan-1-amine FC=1C=C(CCNCCCF)C=C(C1CN1C(=C(C=2C=3C=NNC3C=CC21)F)C2=C(C=CC=C2)C)F